ClC=1C=C(C=C(C1OC=1C=C2CCN(C(C2=CC1)=O)CC1=CC(=CC=C1)F)Cl)N1N=C(C(NC1=O)=O)C(=O)O 2-(3,5-dichloro-4-((2-(3-fluorobenzyl)-1-oxo-1,2,3,4-tetrahydroisoquinolin-6-yl)oxy)phenyl)-3,5-dioxo-2,3,4,5-tetrahydro-1,2,4-triazine-6-carboxylic acid